C(C1=CC=CC=C1)(=O)OCC1COC2(C1)CCNCC2 (1-oxa-8-azaspiro[4.5]decan-3-yl)methyl benzoate